C(CCCCCCCCCC)OC(=O)C(C(=O)OCCCCCCCCCCC)CCCCCCCC undecyl 2-[(undecyloxy)carbonyl]decanoate